BrC1(C(C(=O)OCC2CO2)C(=C(C=C1Br)Br)Br)C(=O)OCC1CO1 diglycidyl 2,3,5,6-tetrabromophthalate